CC(C(=O)C1=C(C=CC=C1)S(=O)(=O)O)C 2-methyl-1-(2-sulfophenyl)-1-propanone